1-deoxy-1-amino-D-glucitol NC[C@H](O)[C@@H](O)[C@H](O)[C@H](O)CO